(S)-1-(4-bromophenyl)ethanol BrC1=CC=C(C=C1)[C@H](C)O